2-amino-N-[(1S,2S)-2-({4-[8,8-dimethyl-5-(4-methylpiperazin-1-yl)-5,6,7,8-tetrahydronaphthalen-2-yl]phenyl}methoxy)cyclopentyl]-5-(1-methyl-1H-pyrazol-4-yl)pyridine-3-carboxamide NC1=NC=C(C=C1C(=O)N[C@@H]1[C@H](CCC1)OCC1=CC=C(C=C1)C1=CC=2C(CCC(C2C=C1)N1CCN(CC1)C)(C)C)C=1C=NN(C1)C